1-((5,7-dioxaspiro[2.5]oct-6-yl)methyl)-N-((5-(cyclopropylethynyl)-3-methylpyridin-2-yl)methyl)-N-methyl-1H-1,2,3-triazol-4-amine C1CC12COC(OC2)CN2N=NC(=C2)N(C)CC2=NC=C(C=C2C)C#CC2CC2